C(C)(C)(C)OC(=O)N[C@H](CC(=O)OCC1=CC=CC=C1)C(=O)N[C@H](C(=O)OC)C Benzyl (3R)-3-(tert-butoxycarbonylamino)-4-[[(1S)-2-methoxy-1-methyl-2-oxo-ethyl]amino]-4-oxo-butanoate